BrC1=CC=C(C=C1)N1N=NC(=C1)C(=O)N(CC)CC 1-(4-bromophenyl)-N,N-diethyl-1H-1,2,3-triazole-4-carboxamide